(5'S,7a'R)-5'-(3,5-difluorophenyl)-1-(5-methylpyridine-3-carbonyl)tetrahydro-3'H-spiro[piperidine-4,2'-pyrrolo[2,1-b]-[1,3]oxazol]-3'-one FC=1C=C(C=C(C1)F)[C@@H]1CC[C@H]2OC3(C(N21)=O)CCN(CC3)C(=O)C=3C=NC=C(C3)C